C(C)(C)(C)OC(CC1=CC=C(C=2N1N=CN2)OC(C2=CC(=C(C=C2)N\C(=N/C(=O)OC(C)(C)C)\N)C)=O)=O (Z)-5-(2-tert-butoxy-2-oxoethyl)-[1,2,4]triazolo[1,5-a]pyridin-8-yl-4-(2-(tert-butoxycarbonyl) guanidino)-3-methylbenzoate